(3R,4S)-4-((2,3-dihydrobenzo[b][1,4]dioxin-6-yl-2,2,3,3-d4)oxy)-3-fluoropiperidin-1-yl-8-methyl-4H-pyrimido[1,2-b]pyridazin-4-one O1C2=C(OC(C1([2H])[2H])([2H])[2H])C=C(C=C2)O[C@@H]2[C@@H](CN(CC2)C=2N=C1N(N=CC(=C1)C)C(C2)=O)F